C(CC)NNC(=O)C1=CC=C(CNC(CCCCCCCNC(\C=C\C=2C=NC=CC2)=O)=O)C=C1 (E)-N-(4-(2-propylhydrazine-1-carbonyl)benzyl)-8-(3-(pyridin-3-yl)acrylamido)octanoamide